C1(=CC=CC=C1)S(=O)(=O)N1C=C(C=2C=NC=CC21)C(=C)C 1-(Phenylsulfonyl)-3-(prop-1-en-2-yl)-1H-pyrrolo[3,2-c]pyridine